C(CCCCC)NC(=S)SC1=CC=C(C=C1)OC1=CC=CC=C1 4-Phenoxyphenyl hexylcarbamodithioate